N[C@H](C(=O)O)C(C)C=1OC=CN1 (S)-2-amino-3-(oxazol-2-yl)butyric acid